N1(CCNCC1)CC#CC1=CC=2N(C=C1)C(=CN2)N2C(NC(CC2)=O)=O [7-(3-piperazin-1-ylprop-1-ynyl)imidazo[1,2-a]Pyridin-3-yl]Hexahydropyrimidine-2,4-dione